FC(C(=O)N1CC2=CC(=CC=C2CC1C)C1=CC=C(C=C1)C(F)(F)F)=C 2-fluoro-1-(3-methyl-7-(4-(trifluoromethyl)phenyl)-3,4-dihydroisoquinolin-2(1H)-yl)prop-2-en-1-one